4,7-bis[5-(2,6-dimethoxyphenyl)-2-thienyl]benzo[c]1,2,5-thiadiazole COC1=C(C(=CC=C1)OC)C1=CC=C(S1)C1=CC=C(C2=NSN=C21)C=2SC(=CC2)C2=C(C=CC=C2OC)OC